NC=1C=C(C=CC1OC(C)C)C(C(=O)OC)=O Methyl 2-(3-amino-4-isopropoxyphenyl)-2-oxoacetate